C(#N)[C@]1(CC12CC2)C=2C=C1C=C(N=CC1=CC2)NC(=O)C2CC(C2)OC (1S,3S)-N-(6-((S)-1-cyanospiro[2.2]pentan-1-yl)isoquinolin-3-yl)-3-methoxycyclobutane-1-carboxamide